BrC1=CC(=C2C=CN=C(C2=C1)Cl)[N+](=O)[O-] 7-Bromo-1-chloro-5-nitroisoquinoline